C(CCCCCCC\C=C/C\C=C/CCCCC)(=O)OCC(COC(CC12CC3CC(CC(C1)C3)C2)=O)COC(=O)OCCCN2CCN(CC2)C 3-(2-((3r,5r,7r)-adamantan-1-yl)acetoxy)-2-((((3-(4-methylpiperazin-1-yl)propoxy)carbonyl)oxy)methyl)propyl (9Z,12Z)-octadeca-9,12-dienoate